C1(CCC1)NC1CN(CC1)C1=CC=C(N=N1)C1=C(C=C(C=C1)C=1OC(=CC1)C)O 2-{6-[3-(cyclobutylamino)pyrrolidin-1-yl]pyridazin-3-yl}-5-(5-methylfuran-2-yl)phenol